CC1=NN2C(N=C(C(=C2C)O[C@H]2CN(CC2)C=2C=NC(=NC2)C23CCC(CC2)(CC3)CN3CCOCC3)C)=N1 4-[[4-[5-[(3R)-3-[(2,5,7-trimethyl-[1,2,4]triazolo[1,5-a]pyrimidin-6-yl)oxy]pyrrolidin-1-yl]pyrimidin-2-yl]-1-bicyclo[2.2.2]octanyl]methyl]morpholine